1-(3,8-dihydroxybehenoyl)glycerol OC(CC(=O)OCC(O)CO)CCCCC(CCCCCCCCCCCCCC)O